C(C)OC(CC1=CC=C(C=C1)N=C=O)=O Ethyl(4-isocyanatophenyl)acetate